N-(1-(aminomethyl)cyclopropyl)-1,1,1-trifluoromethanesulfonamide methyl-3-[bis(tert-butoxycarbonyl)amino]-6-(5-hydroxy-1-methylene-pentyl)-5-(trifluoromethyl)pyridine-2-carboxylate COC(=O)C1=NC(=C(C=C1N(C(=O)OC(C)(C)C)C(=O)OC(C)(C)C)C(F)(F)F)C(CCCCO)=C.NCC1(CC1)NS(=O)(=O)C(F)(F)F